6-[(4R)-2,2-dimethyl-4-piperidyl]-2-(8-fluoro-2-methyl-imidazo[1,2-a]pyridin-6-yl)pyrido[4,3-d]pyrimidin-5-one CC1(NCC[C@H](C1)N1C(C2=C(N=C(N=C2)C=2C=C(C=3N(C2)C=C(N3)C)F)C=C1)=O)C